2-(4-methylsulfonylbenzoyl)-4,6-bis(trichloromethyl)-1,3,5-triazine CS(=O)(=O)C1=CC=C(C(=O)C2=NC(=NC(=N2)C(Cl)(Cl)Cl)C(Cl)(Cl)Cl)C=C1